7-bromo-2-methyl-1,2,3,4-tetrahydrobenzo[4,5]imidazo[1,2-a]pyrazine BrC1=CC2=C(N=C3N2CCN(C3)C)C=C1